(2E)-6-(4-chlorophenyl)-5-phenyl-N-(1-piperidylsulfonyl)-4,5-dihydro-3H-pyridazine-2-carboximidoyl chloride ClC1=CC=C(C=C1)C=1C(CCN(N1)C(=NS(=O)(=O)N1CCCCC1)Cl)C1=CC=CC=C1